O=C1NC(CC[C@@H]1N1C(C2=CC=C(C=C2C1)N1CCN(CC1)CC1(CC2(C1)CCN(CC2)C(=O)OC(C)(C)C)F)=O)=O tert-butyl 2-[[4-[2-[(3S)-2,6-dioxo-3-piperidyl]-1-oxo-isoindolin-5-yl]piperazin-1-yl]methyl]-2-fluoro-7-azaspiro[3.5]nonane-7-carboxylate